CN(C(=O)C1COC1)CCCNC1=NC(=NC=C1C(F)(F)F)NC=1C(=NN(C1)C1CN(CC1)C)C N-methyl-N-(3-((2-((3-methyl-1-(1-methylpyrrolidin-3-yl)-1H-pyrazol-4-yl)amino)-5-(trifluoromethyl)pyrimidin-4-yl)amino)propyl)oxetan-3-carboxamide